N-(1-((4-((3-methyl-4-((1-methyl-1H-benzo[d]imidazol-5-yl)oxy)phenyl)amino)pyrimidin-5-yl)ethynyl)cyclopropyl)-3-(pyrrolidin-2-yl)propynamide CC=1C=C(C=CC1OC1=CC2=C(N(C=N2)C)C=C1)NC1=NC=NC=C1C#CC1(CC1)NC(C#CC1NCCC1)=O